e-Acryloyl-L-lysine C(C=C)(=O)N[C@@H](CCCCN)C(=O)O